FC=1C(=NC=CC1CN1CCC2(CCNC2=O)CC1)C=1C=C2CN(C(C2=CC1)=O)C1C(NC(CC1)=O)=O 3-(5-(3-fluoro-4-((1-oxo-2,8-diazaspiro[4.5]decan-8-yl)methyl)pyridin-2-yl)-1-oxoisoindolin-2-yl)piperidine-2,6-dione